C(#N)[C@H]1C[C@H](CC1)N1CC(N(C2(CN(C2)C(=O)NC)C1=O)CC1=CC=C(C=C1)C(F)(F)F)=O 8-((1S,3R)-3-cyanocyclopentyl)-N-methyl-6,9-dioxo-5-(4-(trifluoromethyl)benzyl)-2,5,8-triazaspiro[3.5]nonane-2-carboxamide